C1=CC(=C(C=C1OC2=CC(=C(C=C2)Br)Br)Br)Br 3,3',4,4'-tetrabromodiphenyl ether